(2-isopropylphenyl)-3-(4-(1-methyl-4-(trifluoromethyl)-1H-imidazol-2-yl)benzyl)-[1,2,4]triazolo[4,3-a]pyrimidine C(C)(C)C1=C(C=CC=C1)C1=CC=NC=2N1C(=NN2)CC2=CC=C(C=C2)C=2N(C=C(N2)C(F)(F)F)C